(4S,5R,6R)-(5,6-difluoro-4-hydroxy-3-(trifluoromethyl)-5,6-dihydrocyclopenta[b]pyrrole-1(4H)-yl)-2-fluorobenzonitrile F[C@@H]1[C@H](C2=C(N(C=C2C(F)(F)F)C=2C(=C(C#N)C=CC2)F)[C@H]1F)O